2-(4,4-difluoropiperidin-1-yl)-6-methylpyrimidin FC1(CCN(CC1)C1=NC(=CC=N1)C)F